5-ethylsulfanyl-4-(5-isopropenyl-2-methyl-cyclohexen-1-yl)-2-(1-methylpyrazol-3-yl)pyrazol-3-amine C(C)SC=1C(=C(N(N1)C1=NN(C=C1)C)N)C1=C(CCC(C1)C(=C)C)C